(R)-6-chloro-3-((1-(2-(2-(4-cyano-2-methylphenyl)-2,6-dihydropyrrolo[3,4-c]pyrazol-5(4H)-yl)-3,6-dimethyl-4-oxo-3,4-dihydroquinazolin-8-yl)ethyl)amino)-N-(methylsulfonyl)picolinamide ClC1=CC=C(C(=N1)C(=O)NS(=O)(=O)C)N[C@H](C)C=1C=C(C=C2C(N(C(=NC12)N1CC2=NN(C=C2C1)C1=C(C=C(C=C1)C#N)C)C)=O)C